BrC1=C(C=C(C(=O)NC2=CC(=C(C=C2)Br)Cl)C=C1)Cl 4-bromo-N-(4-bromo-3-chlorophenyl)-3-chlorobenzamide